O1CC(C1)CN oxetan-3-ylmethan-amine